C1(=CC=CC=C1)C1=NC(=NC(=N1)C1=CC=CC=C1)C1=C(C=C(C=C1)O)O 4-(4,6-diphenyl-1,3,5-triazin-2-yl)benzene-1,3-diol